(5S)-2-(6-fluoronaphthalene-2-carbonyl)-9,9-dimethyl-8-oxo-2-azaspiro[4.5]dec-6-ene-7-carbonitrile FC=1C=C2C=CC(=CC2=CC1)C(=O)N1C[C@@]2(CC1)C=C(C(C(C2)(C)C)=O)C#N